[3-Ethyl-7-methoxy-6-(1H-tetrazol-5-yl)-imidazo[1,2-a]pyridin-2-yl]-bis-(2-fluoro-phenyl)-methanol C(C)C1=C(N=C2N1C=C(C(=C2)OC)C2=NN=NN2)C(O)(C2=C(C=CC=C2)F)C2=C(C=CC=C2)F